C(#C)C#C acetylenyl-(acetylene)